3-Isopropoxy-pyrazine C(C)(C)OC=1C=NC=CN1